3-hydroxybutylacrylate OC(CCOC(C=C)=O)C